3-butoxy-1,2-benzisothiazolin C(CCC)OC1=NSC2=C1C=CC=C2